BrC1=CC=C(C2=C1NC=N2)C(=O)OC methyl 7-bromo-1H-1,3-benzodiazole-4-carboxylate